CC(C)CC(CC(C)C)O 2,6-DIMETHYL-4-HEPTANOL